FC=1C=C2C(=CC=[N+](C2=CC1C(=O)OC)[O-])OC 6-fluoro-4-methoxy-7-(methoxycarbonyl)quinoline 1-oxide